COC(=O)C=1C=CC2=C(N(C(=N2)CCl)CC=2N=CN(C2)CC)C1 2-(chloromethyl)-1-((1-ethyl-1H-imidazol-4-yl)methyl)-1H-benzo[d]Imidazole-6-carboxylic acid methyl ester